C(C)N(CC(CC(C(C)C)N1CC2(C1)CN(CC2)C=2N=CN=NC2OC2=C(C(=O)N(C(C)C)CC)C=C(C=C2)F)O)CC 2-((5-(2-(6-(diethylamino)-5-hydroxy-2-methylhexan-3-yl)-2,6-diazaspiro[3.4]octan-6-yl)-1,2,4-triazin-6-yl)oxy)-N-ethyl-5-fluoro-N-isopropylbenzamide